1-[1-[3-amino-6-(2-hydroxyphenyl)pyridazin-4-yl]pyrazol-4-yl]piperidin-4-one NC=1N=NC(=CC1N1N=CC(=C1)N1CCC(CC1)=O)C1=C(C=CC=C1)O